(RS)-N-(4-(Morpholin-2-yl)phenyl)-2-phenylthiazole-4-carboxamide hydrochloride Cl.N1C[C@H](OCC1)C1=CC=C(C=C1)NC(=O)C=1N=C(SC1)C1=CC=CC=C1 |r|